5-((5-Chloro-2-((3S,5R)-3,5-dimethylpiperidin-1-yl)pyridin-4-yl)amino)-3-(3-hydroxy-3-methylbutyl)-1-methyl-1,3-dihydro-2H-benzo[d]imidazol-2-on ClC=1C(=CC(=NC1)N1C[C@H](C[C@H](C1)C)C)NC1=CC2=C(N(C(N2CCC(C)(C)O)=O)C)C=C1